1,4-bis(fluoromethyl)benzene FCC1=CC=C(C=C1)CF